2-Benzylthio-4-iodopyridine C(C1=CC=CC=C1)SC1=NC=CC(=C1)I